FC1=C2C=CC=NC2=CC(=C1CCNC(OC(C)(C)C)=O)F Tert-butyl (2-(5,7-difluoroquinolin-6-yl)ethyl)carbamate